4-[(1S)-1-(4-bromophenyl)ethoxy]-2,5,6-trimethyl-pyrimidine BrC1=CC=C(C=C1)[C@H](C)OC1=NC(=NC(=C1C)C)C